(13Z,16Z)-N,N-dimethyl-2-nonylhenicosa-12,15-dien-1-amine CN(CC(CCCCCCCCC\C=C/C\C=C/CCCCC)CCCCCCCCC)C